(10,10-bis(methyl-d3)-10H-spiro[anthracene-9,9'-fluorene]-3'-yl)boronic acid C(C1(C=2C=CC=CC2C2(C3=CC=CC=C3C=3C=C(C=CC23)B(O)O)C2=CC=CC=C12)C([2H])([2H])[2H])([2H])([2H])[2H]